C(#N)CCOCC(COCCC#N)NC(OCC1=CC=CC=C1)=O benzyl (1,3-bis(2-cyanoethoxy)propan-2-yl)carbamate